N-(3-{[6-(2-fluoro-3-methoxyphenyl)pyridin-2-yl]oxy}phenyl)cyclopropane-sulfonamide FC1=C(C=CC=C1OC)C1=CC=CC(=N1)OC=1C=C(C=CC1)NS(=O)(=O)C1CC1